2-methyl-N-{(1R)-1-[2-(oxan-4-yl)quinolin-4-yl]ethyl}benzamide CC1=C(C(=O)N[C@H](C)C2=CC(=NC3=CC=CC=C23)C2CCOCC2)C=CC=C1